OCCC1=CCCCCCC1 (2-hydroxyethyl)-trans-cyclooctene